C1(CC1)C1=CC(=NN1)NC1=NC(=NC=C1)N(C1CCC(CC1)C(=O)NCC=1N=NN(N1)C)C (1R,4R)-4-((4-((5-cyclopropyl-1H-pyrazol-3-yl)amino)pyrimidin-2-yl)(methyl)amino)-N-((2-methyl-2H-tetrazol-5-yl)methyl)cyclohexane-1-carboxamide